3-(2-(((1-Methylpiperidin-4-yl)oxy)methyl)-1H-pyrrolo[2,3-b]pyridin-4-yl)pyrazolo[1,5-b]pyridazine diformate C(=O)O.C(=O)O.CN1CCC(CC1)OCC1=CC=2C(=NC=CC2C=2C=NN3N=CC=CC32)N1